COC=O.ClC1=CC=C(CC2C(CCC2)=O)C=C1 1-(4-chlorobenzyl)-2-oxocyclopentane methyl-formate